C(C)(C)(C)OC(=O)N1CCC2(CC1)CCN(CC2)C2=NC=C(C=C2)C=2C1=C(C(N(C2)C)=O)N(C=C1)S(=O)(=O)C1=CC=C(C)C=C1.FC1=C(C=CC=C1)F Difluorobenzene tert-butyl-9-[5-(6-methyl-7-oxo-1-tosyl-6,7-dihydro-1H-pyrrolo[2,3-c]pyridin-4-yl)pyridin-2-yl]-3,9-diazaspiro[5.5]undecane-3-carboxylate